COC(C1=C(C(=C(C(=C1)[N+](=O)[O-])O)F)Br)=O 2-bromo-3-fluoro-4-hydroxy-5-nitrobenzoic acid methyl ester